CC1=CC=C(C=C1)S(=O)(=O)OC=1C2=C(N=C(N1)OCC13CCCN3CC(C1)=C)CN(CC2)C2=CC(=CC1=CC=C(C(=C21)CC)F)OCOC 7-(8-ethyl-7-fluoro-3-(methoxymethoxy)naphthalen-1-yl)-2-((2-methylenetetrahydro-1H-pyrrolizin-7a(5H)-yl)methoxy)-5,6,7,8-tetrahydropyrido[3,4-d]pyrimidin-4-yl 4-methylbenzenesulfonate